benzyl (2R,5R)-2-methyl-5-[[4-[6-(3-methylisoxazol-4-yl)-1H-pyrrolo[2,3-b]pyridin-3-yl]-5-(trifluoromethyl)pyrimidin-2-yl]amino]piperidine-1-carboxylate C[C@H]1N(C[C@@H](CC1)NC1=NC=C(C(=N1)C1=CNC2=NC(=CC=C21)C=2C(=NOC2)C)C(F)(F)F)C(=O)OCC2=CC=CC=C2